N-((S)-1-cyano-2-((S)-2-oxopiperidin-3-yl)ethyl)-4,4-difluoro-2-(9-hydroxy-9H-fluorene-9-carbonyl)octahydrocyclopenta[c]pyrrole-1-carboxamide C(#N)[C@H](C[C@H]1C(NCCC1)=O)NC(=O)C1N(CC2C1CCC2(F)F)C(=O)C2(C1=CC=CC=C1C=1C=CC=CC21)O